β-Propyl-5-methyltryptophan C(CC)C([C@H](N)C(=O)O)C1=CNC2=CC=C(C=C12)C